OC1=C(C(=NC=C1)C)C(=O)OC methyl 4-hydroxy-2-methylpyridine-3-carboxylate